ClC=1C=C(C=CC1)[C@H]([C@H](CO)C)C(S(=O)(=O)C1=CC=CC=C1)S(=O)(=O)C1=CC=CC=C1 (2R,3S)-3-(3-chlorophenyl)-2-methyl-4,4-bis(phenylsulfonyl)butan-1-ol